(R)-2-chloro-M-(4-chloro-3-(pyridin-2-yl)phenyl)-N1-(2-hydroxypropyl)terephthalamide ClC1=C(C(=O)NC[C@@H](C)O)C=CC(=C1C1=CC(=C(C=C1)Cl)C1=NC=CC=C1)C(=O)N